1-(6,7-dihydro-5H-benzo[6,7]cyclohepta[1,2-c]pyridazin-3-yl)-N3-(3-fluoro-4-(7-methyl-2,7-diazaspiro[4.4]nonan-2-yl)phenyl)-1H-1,2,4-triazole-3,5-diamine N1=NC(=CC2=C1C1=C(CCC2)C=CC=C1)N1N=C(N=C1N)NC1=CC(=C(C=C1)N1CC2(CC1)CN(CC2)C)F